FC1=C(C=CC=C1)C1=CC(=CN1S(=O)(=O)C=1C=NC=C(C1)NS(=O)(=O)C)CN(C(OC(C)(C)C)=O)C tert-butyl N-{[5-(2-fluorophenyl)-1-[(5-methanesulfonamido pyridin-3-yl) sulfonyl]-1H-pyrrol-3-yl] methyl}-N-methylcarbamate